CC(=O)CC1=CC2=C(C(=C3C(=C2)C=C(C=C3O)OC)O)C(=O)O1 The molecule is this is compound 5 in pmid:31045362 It is a cyclic hemiketal, a heptaketide, a naphtho-gamma-pyrone and a member of phenols.